2-(bromomethyl)-1,3-benzothiazole BrCC=1SC2=C(N1)C=CC=C2